OC=1C(NN=C(C1)CCC1=C(C=C(C=C1)C(F)(F)F)C)=O 4-hydroxy-6-{2-[2-methyl-4-(trifluoromethyl)phenyl]ethyl}-2,3-dihydropyridazin-3-one